4-amino-2,6-dihydroxypyrimidine NC1=NC(=NC(=C1)O)O